4-(pyrrolidin-1-yl)phenyl-1H-benzo[d]imidazole N1(CCCC1)C1=CC=C(C=C1)N1C=NC2=C1C=CC=C2